C(=C)[Si](OOC(C)(C)C)(OOC(C)(C)C)OOC(C)(C)C vinyltri(tert-butylperoxy)silane